CC1=CC=C(C=C1)C1N(CCC=2C3=CC=CC=C3NC12)C(CCC1=CC=CC=C1)=O 1-(4-methylphenyl)-2-(3-phenylpropanoyl)-2,3,4,9-tetrahydro-1H-β-carboline